tert-butyl N-(6-chloro-5-fluoro-4-iodo-2-methyl-3-pyridyl)carbamate ClC1=C(C(=C(C(=N1)C)NC(OC(C)(C)C)=O)I)F